(S)-11-chloro-12-(3-methoxypropoxy)-1,1-dimethyl-8-oxo-2,3,8,13b-tetrahydro-1H-pyrido[2,1-a]pyrrolo[1,2-c]phthalazine-7-carboxylic acid ClC=1C(=CC=2[C@H]3N(N4C(C2C1)=CC(C(=C4)C(=O)O)=O)CCC3(C)C)OCCCOC